Spiro[2.4]hept-4,6-dien-1-yl-methanol C1(CC12C=CC=C2)CO